2,2-diethyl-4-(3-chlorophenyl)-1-p-nitrobenzenesulfonylpyrrolidine C(C)C1(N(CC(C1)C1=CC(=CC=C1)Cl)S(=O)(=O)C1=CC=C(C=C1)[N+](=O)[O-])CC